rac-tert-butyl (2-((1S*,2S*)-2-(5-chloro-2-cyanophenyl)cyclopropyl)quinolin-7-yl)carbamate ClC=1C=CC(=C(C1)[C@@H]1[C@H](C1)C1=NC2=CC(=CC=C2C=C1)NC(OC(C)(C)C)=O)C#N |r|